C[C@H]1CNC[C@H](C1)C (3r,5s)-3,5-dimethylpiperidine